FC=1C=C2NC(C=3N(C2=CC1C=1C=C(C=C2C=CNC12)F)C(=NN3)C)(C)C 7-fluoro-8-(5-fluoro-1H-indol-7-yl)-1,4,4-trimethyl-5H-[1,2,4]triazolo[4,3-a]quinoxaline